CC1=CC=CC(=N1)C1=NN(C2=CC(=CC=C12)C(=O)O)CCCC(F)(F)F 3-(6-methylpyridin-2-yl)-1-(4,4,4-trifluorobutyl)-1H-indazole-6-carboxylic acid